NC1=C(C(=NN1C(C)C)C1=CC=C(C=C1)CC(=O)NC1=CC(=NO1)C1=CC=C(C=C1)Cl)C(=O)N 5-Amino-3-(4-(2-((3-(4-chlorophenyl)isoxazol-5-yl)amino)-2-oxoethyl)phenyl)-1-isopropyl-1H-pyrazole-4-carboxamide